C1(CC1)NC1CC2(C1)CCC1(OCCO1)CC2 N-Cyclopropyl-8,11-dioxadispiro[3.2.47.24]tridecan-2-amine